FC1(CCOC=2C1=NC(=CC2)C(C)N2C[C@@H](N(C[C@H]2C)C=2C=1N=C(N(C1N(C(N2)=O)C)CC)CC#N)C)F 2-(6-((2S,5R)-4-(1-(4,4-difluoro-3,4-dihydro-2H-pyrano[3,2-b]pyridin-6-yl)ethyl)-2,5-dimethylpiperazin-1-yl)-9-ethyl-3-methyl-2-oxo-3,9-dihydro-2H-purin-8-yl)acetonitrile